Tert-butyl 9-((4-(((9H-fluoren-9-yl) methoxy) carbonyl) piperazin-1-yl) methyl)-3-azaspiro[5.5]undecane-3-carboxylate C1=CC=CC=2C3=CC=CC=C3C(C12)COC(=O)N1CCN(CC1)CC1CCC2(CCN(CC2)C(=O)OC(C)(C)C)CC1